1-(N,N-diethylamino)-4-aminopentane C(C)N(CC)CCCC(C)N